3-amino-4-(prop-2-en-1-yl)furan NC1=COC=C1CC=C